[W](=O)(=O)=O tungsten (VI)-oxide